1-[[2-(methoxymethyl)-6-(trifluoromethyl)imidazo[2,1-b][1,3,4]thiadiazol-5-yl]methyl]-3-[(1R*,2R*)-2-(trifluoromethyl)-cyclopropyl]-2H-pyrrol-5-one COCC1=NN2C(S1)=NC(=C2CN2CC(=CC2=O)[C@H]2[C@@H](C2)C(F)(F)F)C(F)(F)F |o1:18,19|